FC(CN1N=CC(=C1)S(=O)(=O)N1N=C2C(=C1)CN(C2)C(=O)C2NC(COC1=C2C=CC=C1)=O)F 5-(2-{[1-(2,2-difluoroethyl)-1H-pyrazol-4-yl]sulfonyl}-2H,4H,5H,6H-pyrrolo[3,4-c]pyrazole-5-carbonyl)-2,3,4,5-tetrahydro-1,4-benzoxazepin-3-one